Cl.CN([C@H]1C[C@H](CC1)NCC1=CN=CS1)C=1C2=C(N=CN1)SC(=C2)CC(F)(F)F (1R,3S)-N1-methyl-N3-[(1,3-thiazol-5-yl)methyl]-N1-[6-(2,2,2-trifluoroethyl)thieno[2,3-d]pyrimidin-4-yl]cyclopentane-1,3-diamine hydrochloride